N1N=CC=C1C1=C(N)C=CC=C1 2-(1H-pyrazol-5-yl)aniline